NC/C(/CN1N=CN(C1=O)C1=C(C=C(C=N1)C1=CC=C2CC(NC2=C1)=O)C)=C\F 6-(6-{1-[(2E)-2-(aminomethyl)-3-fluoroprop-2-en-1-yl]-5-oxo-1,5-dihydro-4H-1,2,4-triazol-4-yl}-5-methylpyridin-3-yl)-1,3-dihydro-2H-indol-2-one